2,6-dimethoxy-4-[6-(1-methylpyrazol-4-yl)pyrazolo[1,5-a]pyrimidin-3-yl]-N-(2,2,2-trifluoroethyl)benzamide COC1=C(C(=O)NCC(F)(F)F)C(=CC(=C1)C=1C=NN2C1N=CC(=C2)C=2C=NN(C2)C)OC